FC(C1=NSC(=N1)C=1C=CC(=C(C1)NCC(=O)N1CCC2=C(C=CC=C12)C(C)(C)O)C)F 2-((5-(3-(difluoromethyl)-1,2,4-thiadiazol-5-yl)-2-methylphenyl)amino)-1-(4-(2-hydroxypropan-2-yl)indolin-1-yl)ethan-1-one